(R)-N-(4-((4-cyclopropyl-2-(methylsulfonyl)phenyl)amino)-2-methyl-3-oxo-2,3-dihydro-1H-pyrazolo[3,4-b]pyridin-6-yl)-2,2-difluorocyclopropane-1-carboxamide C1(CC1)C1=CC(=C(C=C1)NC1=C2C(=NC(=C1)NC(=O)[C@@H]1C(C1)(F)F)NN(C2=O)C)S(=O)(=O)C